ClC=1C=C(C(=NC1Cl)NC1=C(C=CC=C1CC)CC)NC1CCN(CC1)C(=O)OC(C)(C)C tert-butyl 4-((5,6-dichloro-2-((2,6-diethylphenyl)amino)pyridin-3-yl)amino)-piperidine-1-carboxylate